C(C1=CC=CC=C1)O[C@@H]1[C@@H](N(C[C@@H]([C@H]1OCC1=CC=CC=C1)OCC1=CC=CC=C1)CC1CCCCC1)COCC1=CC=CC=C1 (2S,3R,4R,5S)-3,4,5-tris(benzyloxy)-2-((benzyloxy)methyl)-1-(cyclohexylmethyl)piperidine